2-([2,3'-bipyridin]-6'-yloxy)-N-methylacetamide N1=C(C=CC=C1)C=1C=NC(=CC1)OCC(=O)NC